BrC1=NN(C2=NC=CC(=C21)C(C)(C)O)C2=CC=C(C=C2)OC(F)(F)F 2-(3-bromo-1-(4-(trifluoromethoxy)phenyl)-1H-pyrazolo[3,4-b]pyridin-4-yl)propan-2-ol